S(=O)(=O)(O)C#CCC.[Na] sodium sulfobutyne